(S)-4-(3-(2-hydroxyethyl)-4-(3-(5-(trifluoromethyl)pyridin-2-yloxy)pyrrolidin-1-yl)phenyl)piperidine-1-carboxylic acid tert-butyl ester C(C)(C)(C)OC(=O)N1CCC(CC1)C1=CC(=C(C=C1)N1C[C@H](CC1)OC1=NC=C(C=C1)C(F)(F)F)CCO